1-cyclobutylamine C1(CCC1)N